(S)-2-acetyl-5-(1-(4-chlorophenyl)ethyl)-8-(3-fluoro-5-(trifluoromethyl)-pyridin-2-yl)-2,5,8-triazaspiro[3.5]nonane-6,9-dione C(C)(=O)N1CC2(C1)N(C(CN(C2=O)C2=NC=C(C=C2F)C(F)(F)F)=O)[C@@H](C)C2=CC=C(C=C2)Cl